N-[3-(benzyloxy)-2-carbamoyl-6-methylphenyl]-3-methyl-1-benzofuran-2-carboxamide C(C1=CC=CC=C1)OC=1C(=C(C(=CC1)C)NC(=O)C=1OC2=C(C1C)C=CC=C2)C(N)=O